(S)-2-(6-(5-cyano-6-(2-methylazetidin-1-yl)-4-(Trifluoromethyl)pyridin-2-yl)-2,6-diazaspiro[3.3]heptan-2-yl)acetic acid C(#N)C=1C(=CC(=NC1N1[C@H](CC1)C)N1CC2(CN(C2)CC(=O)O)C1)C(F)(F)F